N-(1-(4,4-difluorocyclohexyl)-1H-pyrazol-4-yl)-4-iodo-2-(6-azaspiro[2.5]oct-6-yl)benzamide FC1(CCC(CC1)N1N=CC(=C1)NC(C1=C(C=C(C=C1)I)N1CCC2(CC2)CC1)=O)F